N-methyl-5-(2,6-diazaspiro[3.3]heptan-2-yl)picolinamide 2,2,2-trifluoroacetate FC(C(=O)O)(F)F.CNC(C1=NC=C(C=C1)N1CC2(C1)CNC2)=O